Trifluoropyrimidine FC=1C(=NC(=NC1)F)F